5-(4-amino-5-(trifluoromethyl)pyrrolo[2,1-f][1,2,4]triazin-7-yl)-2-methylnicotinic acid NC1=NC=NN2C1=C(C=C2C=2C=NC(=C(C(=O)O)C2)C)C(F)(F)F